C(#N)C1(CC1)NC(OC(C)(C)C)=O tert-butyl N-(1-cyanocyclopropyl)carbamate